FC=1C=C(C=CC1N1CC(CC1)C1CCNCC1)C1C(NC(CC1)=O)=O 3-(3-fluoro-4-(3-(piperidin-4-yl)pyrrolidin-1-yl)phenyl)piperidine-2,6-dione